N-methyl-N-[(2S,4S)-2-methylpiperidin-4-yl]-6-[4-(pyrazol-1-yl)-1H-indazol-7-yl]pyridazin-3-amine CN(C=1N=NC(=CC1)C=1C=CC(=C2C=NNC12)N1N=CC=C1)[C@@H]1C[C@@H](NCC1)C